2-ethyl-1,4-bis(2-ethylhexyloxycarbonyloxy)naphthalene C(C)C1=C(C2=CC=CC=C2C(=C1)OC(=O)OCC(CCCC)CC)OC(=O)OCC(CCCC)CC